C[C@H]1C[C@H](N(CC1)C([C@@H](NS(=O)(=O)C)C(C)C)=O)C(=O)N[C@H](C(C=1OC2=C(N1)C(=CC=C2)C(F)(F)F)=O)C[C@H]2C(NCC2)=O (2S,4R)-4-methyl-1-[N-(methylsulfonyl)-L-valyl]-N-{(2S)-1-oxo-3-[(3S)-2-oxopyrrolidin-3-yl]-1-[4-(trifluoromethyl)-1,3-benzoxazol-2-yl]propan-2-yl}piperidine-2-carboxamide